C(#N)C=1NC2=C(C=C(C=C2C1)C)S(=O)(=O)N1[C@@H](CC1)C(=O)NC1=CC(N(C=C1)C)=O (S)-1-((2-cyano-5-methyl-1H-indol-7-yl)sulfonyl)-N-(1-methyl-2-oxo-1,2-dihydropyridin-4-yl)azetidine-2-carboxamide